1-isopropyl-5-(2-methoxyphenyl)-3,3,7-trimethyloctahydrobenzo[c]isoxazole C(C)(C)N1OC(C2C1C(CC(C2)C2=C(C=CC=C2)OC)C)(C)C